1,1-bis(4-hydroxy-3-t-butylphenyl)cyclododecane OC1=C(C=C(C=C1)C1(CCCCCCCCCCC1)C1=CC(=C(C=C1)O)C(C)(C)C)C(C)(C)C